C(C)(C)(C)OC(=O)NC1CC(C1)OC1=CC=C(C=C1)C(C)(C)C1=CC=C(OC2=NC=C(C(=O)O)C=C2)C=C1 6-(4-(2-(4-((1r,3r)-3-((tert-butoxycarbonyl)amino)cyclobutyloxy)phenyl)propan-2-yl)phenoxy)nicotinic acid